C(C)(C)(CCC)NCCOC(C(=C)C)=O 2-(tert-hexylamino)ethylmethacrylate